methyl 3-[2-(2-methoxyphenyl)-2-oxoethyl]benzoate COC1=C(C=CC=C1)C(CC=1C=C(C(=O)OC)C=CC1)=O